5-(3,4-dimethoxyphenyl)-1,1-dioxo-2-(propan-2-yl)-N-[6-(trifluoromethyl)pyridin-2-yl]-2H-1λ6,2,6-thiadiazine-3-carboxamide COC=1C=C(C=CC1OC)C=1C=C(N(S(N1)(=O)=O)C(C)C)C(=O)NC1=NC(=CC=C1)C(F)(F)F